6-[2-[[4-[5-(Difluoromethyl)-1,3,4-oxadiazol-2-yl]-2-fluorophenyl]methyl]tetrazol-5-yl]-N-methylquinazolin-2-amine FC(C1=NN=C(O1)C1=CC(=C(C=C1)CN1N=C(N=N1)C=1C=C2C=NC(=NC2=CC1)NC)F)F